FC(S(=O)(=O)OC1=NC2=C(C(=CN=C2C(=C1)Cl)C#N)NCC(C)(C)C)(F)F 4-Chloro-7-cyano-8-(neopentylamino)-1,5-naphthyridin-2-yl trifluoromethanesulfonate